ethyl acetoacetate (ethylacetoacetate) C(C)CC(CC(=O)O)=O.C(CC(=O)C)(=O)OCC